C(C1=CC=CC=C1)OC(=O)NC12CC(C1)(C2)C=2SC1=C(N2)C=C(C=C1)[C@@H]1N(C[C@H](CC1)C)C(=O)OC(C)(C)C tert-butyl (2R,5S)-2-[2-[3-(benzyloxycarbonylamino)-1-bicyclo[1.1.1]pentanyl]-1,3-benzothiazol-5-yl]-5-methyl-piperidine-1-carboxylate